C1(=C(C=CC2=CC=CC=C12)P(C1=CC=CC=C1)C1=CC=CC=C1)C1=CC=CC2=CC=CC=C12 [1,1'-binaphthyl]-2-yldiphenylphosphine